C(C1=CC=CC=C1)N1C[C@@H]2CC[C@H](C1)C2[C@H](C)N (1S)-1-[(1r,5S,8r)-3-benzyl-3-azabicyclo[3.2.1]oct-8-yl]ethane-1-amine